7-chloro-2-isopropyl-6-methoxy-1,2,3,4-tetrahydroisoquinoline ClC1=C(C=C2CCN(CC2=C1)C(C)C)OC